CN1C(C=2C(NNC(C2C=C1)=O)=O)=O 6-methyl-2,3-dihydropyrido[3,4-d]pyridazin-1,4,5(6H)-trione